Methyl 2α-fluoro-3α,7α-dihydroxy-5β-cholanoate F[C@H]1[C@H](C[C@H]2C[C@H]([C@H]3[C@@H]4CC[C@H]([C@@H](CCC(=O)OC)C)[C@]4(CC[C@@H]3[C@]2(C1)C)C)O)O